C(C)(C)C1=CC=C2NC=3C=C(C=CC3C(C2=C1)(C)C)N1CCOCC1 4-(7-isopropyl-9,9-dimethyl-9,10-dihydroacridin-3-yl)morpholine